ClC=1C(=NC=CC1C(F)(F)F)C=1CCCC2=C(C1C1=CC=C(C=C1)CC1CN(C1)CCCF)C=CC=C2 8-(3-Chloro-4-(trifluoromethyl)pyridin-2-yl)-9-(4-((1-(3-fluoropropyl)azetidin-3-yl)methyl)phenyl)-6,7-dihydro-5H-benzo[7]annulen